CC(CCCCCCCCC)=O Undecanon